ClC=1C=NC2=CC(=CN=C2C1)Cl 3,7-dichloro-1,5-naphthyridine